FC1=CC(=C(C=C1)N1CN(C(C2=CC=C(C=C12)C(F)(F)F)=O)C=1C=NC(NC1C)=O)C 1-(4-fluoro-2-methylphenyl)-3-(6-methyl-2-oxo-1,2-dihydropyrimidin-5-yl)-7-(trifluoromethyl)-2,3-dihydroquinazolin-4(1H)-one